tert-butyl (2-(4-((4-(bis(2,4-dimethoxybenzyl)amino)-2-((1-hydroxyhexan-3-yl)oxy)imidazo[2,1-f][1,2,4]triazin-7-yl)methyl)-3-fluorophenoxy)ethyl)(methyl)carbamate COC1=C(CN(C2=NC(=NN3C2=NC=C3CC3=C(C=C(OCCN(C(OC(C)(C)C)=O)C)C=C3)F)OC(CCO)CCC)CC3=C(C=C(C=C3)OC)OC)C=CC(=C1)OC